2-(4-methoxy-1H-indol-3-yl)-N,N-dimethylpropan-1-amine COC1=C2C(=CNC2=CC=C1)C(CN(C)C)C